NC1=NC(=NN1C(=O)C=1SC=CC1C)NC1=CC=C(C=C1)S(=O)(=O)N1CCN(CC1)CC1=CC(=C(C=C1)C1C(NC(CC1)=O)=O)F 3-(4-((4-((4-((5-amino-1-(3-methylthiophene-2-carbonyl)-1H-1,2,4-triazol-3-yl)amino)phenyl)sulfonyl)piperazin-1-yl)methyl)-2-fluorophenyl)piperidine-2,6-dione